(E)-3-(4-nitrophenyl)-propenyl bromide [N+](=O)([O-])C1=CC=C(C=C1)C/C=C/Br